(5-bromopyridin-3-yl)(2,3-dihydro-4H-benzo[b][1,4]oxazin-4-yl)methanone tert-butyl-2-(azetidin-3-yloxy)acetate C(C)(C)(C)OC(COC1CNC1)=O.BrC=1C=C(C=NC1)C(=O)N1C2=C(OCC1)C=CC=C2